6-((1-(4-(fluoromethyl)phenyl)-4-methyl-1H-1,2,3-triazol-5-yl)methoxy)pyridine FCC1=CC=C(C=C1)N1N=NC(=C1COC1=CC=CC=N1)C